C(C)(C)(C)OC(=O)NCC1=CC=C(C=C1)NC(=O)C1=CC2=C(N(CCC3=C2SC=C3)CC)C=C1C=1C(=NC(=CC1)C(NCCC)=O)C(=O)O 3-(9-((4-(((tert-butoxycarbonyl)amino)methyl)phenyl)carbamoyl)-6-ethyl-5,6-dihydro-4H-benzo[b]thieno[2,3-d]azepin-8-yl)-6-(propylcarbamoyl)picolinic acid